chloromethoxydimethyl-silane methyl-2-(4-{N-[(4-nitrophenyl)methoxy]ethanimidoyl}phenoxy)acetate COC(COC1=CC=C(C=C1)C(C)=NOCC1=CC=C(C=C1)[N+](=O)[O-])=O.ClCO[SiH](C)C